4-(3-chloro-4-((3-fluorobenzyl)oxy)phenyl)-7-(((1r,5s,6s)-3-methyl-3-azabicyclo[3.1.0]hexan-6-yl)ethynyl)-quinazoline-4,6-diamine ClC=1C=C(C=CC1OCC1=CC(=CC=C1)F)C1(NC=NC2=CC(=C(C=C12)N)C#CC1[C@@H]2CN(C[C@H]12)C)N